1-Heptyl-3-ethylpyrrolidinium fluorid [F-].C(CCCCCC)[NH+]1CC(CC1)CC